10-(5-(4-(2-fluoro-5-(4-oxo-3,4-dihydro-phthalazin-1-yl)methylbenzoyl)piperazin-1-yl)-3H-imidazo[4,5-b]pyridin-2-yl)decanoamide FC1=C(C(=O)N2CCN(CC2)C2=CC=C3C(=N2)NC(=N3)CCCCCCCCCC(=O)N)C=C(C=C1)CC1=NNC(C3=CC=CC=C13)=O